1-(3-((tert-butoxycarbonylamino)methyl)phenyl)-3-carbamoyl-1H-pyrazole-5-carboxylic acid C(C)(C)(C)OC(=O)NCC=1C=C(C=CC1)N1N=C(C=C1C(=O)O)C(N)=O